4-[2-(2-cyclopropylethyl)-5-methylsulfonylphenyl]-2-methylisoquinolin-1-one C1(CC1)CCC1=C(C=C(C=C1)S(=O)(=O)C)C1=CN(C(C2=CC=CC=C12)=O)C